N2-(3,5-dichlorophenyl)-N4-(1-(2-methoxyethyl)piperidin-4-yl)quinazoline-2,4-diamine ClC=1C=C(C=C(C1)Cl)NC1=NC2=CC=CC=C2C(=N1)NC1CCN(CC1)CCOC